1-Amino-6-bromo-4-(o-tolyl)-3H-pyrido[1,2-c]pyrimidin-3-one NC1=NC(C(=C2N1C=CC(=C2)Br)C2=C(C=CC=C2)C)=O